N-(5-(1-(4-ethylphenyl)-1H-pyrazol-4-yl)-7-fluoro-1H-indol-3-yl)cyclobutanesulfonamide C(C)C1=CC=C(C=C1)N1N=CC(=C1)C=1C=C2C(=CNC2=C(C1)F)NS(=O)(=O)C1CCC1